1-allyl-anthracene C(C=C)C1=CC=CC2=CC3=CC=CC=C3C=C12